4-(3,3-Dimethylbutanoyl)-N-(piperidin-4-ylmethyl)-3,4-dihydroquinoxaline-1(2H)-carboxamide CC(CC(=O)N1CCN(C2=CC=CC=C12)C(=O)NCC1CCNCC1)(C)C